(E)-3-(2,2-difluorobenzo[d][1,3]dioxol-5-yl)-1-(4-(6-(3-hydroxy-3-methylbut-1-yn-1-yl)pyrimidine-4-carbonyl)piperazin-1-yl)prop-2-en-1-one FC1(OC2=C(O1)C=CC(=C2)/C=C/C(=O)N2CCN(CC2)C(=O)C2=NC=NC(=C2)C#CC(C)(C)O)F